C(CCCCCCCC)(=O)[O-].[Sn+4].C(CCCCCCCC)(=O)[O-].C(CCCCCCCC)(=O)[O-].C(CCCCCCCC)(=O)[O-] tin n-nonanoate